C1(CC1)C[C@@H]1[C@@H](C=2C=CC(=CC2CC1)O)C1=CC=C(C=C1)N1CCC(CC1)C(OC)OC cis-6-(Cyclopropylmethyl)-5-(4-(4-(dimethoxymethyl)piperidin-1-yl)phenyl)-5,6,7,8-tetrahydronaphthalen-2-ol